Cl.Cl.C12CN(CC(N1)C2)C2=NC=CC=C2C2(C=CC=1N(C2)N=CC1C#N)OCC(C)(C)O 6-(3,6-diazabicyclo[3.1.1]heptan-3-yl-3-pyridyl)-6-(2-hydroxy-2-methyl-propoxy)pyrazolo[1,5-a]pyridine-3-carbonitrile dihydrochloride